COC(C(C(=O)C1=C(C=CC=C1)Cl)Br)=O 2-bromo-3-(2-chlorophenyl)-3-oxopropionic acid methyl ester